C(C)(C)(C)OC(=O)N1CCC(=CC1)C1=CC2=C(N(C(=N2)C2=CC(=C(C=C2)OC)OC)C)C=C1 4-(2-(3,4-dimethoxyphenyl)-1-methyl-1H-benzo[D]imidazol-5-yl)-3,6-dihydropyridine-1(2H)-carboxylic acid tert-butyl ester